potassium magnesium salt [Mg].[K]